5-(8-(1,3-dimethyl-4-morpholino-2-oxo-2,3-dihydro-1H-imidazo[4,5-c]pyridin-6-yl)isoquinolin-3-yl)-N-(3-(3-(2,6-dioxopiperidin-3-yl)benzofuran-5-yl)prop-2-yn-1-yl)-3-methylpicolinamide CN1C(N(C=2C(=NC(=CC21)C=2C=CC=C1C=C(N=CC21)C=2C=C(C(=NC2)C(=O)NCC#CC=2C=CC1=C(C(=CO1)C1C(NC(CC1)=O)=O)C2)C)N2CCOCC2)C)=O